C(C)(C)(C)C1=C(C=CC(=C1)C(C)(C)C)P(O)(O)OCC(COP(O)(O)C1=C(C=C(C=C1)C(C)(C)C)C(C)(C)C)(CO)CO pentaerythritol bis(2,4-di-t-butylphenyl phosphite)